ClC1=CC=C(CC2C(N(C3CC23)C2=CC(=NN2)C2=CN=NC(=C2)C)=O)C=C1 Endo-4-(4-chlorobenzyl)-2-(3-(6-methylpyridazin-4-yl)-1H-pyrazol-5-yl)-2-azabicyclo[3.1.0]hexan-3-one